(R)-N-(1-(4-chlorophenyl)-2,2-difluoroethyl)-5-cyanopyridine-3-sulfonamide ClC1=CC=C(C=C1)[C@H](C(F)F)NS(=O)(=O)C=1C=NC=C(C1)C#N